NC([C@H](CCCCCCCCC)N1CCN(CC1)C(=O)C=1C=C2C=CC(=CC2=CC1)CCNC1=CC=NC2=CC=C(C=C12)C#N)=O 4-[2-[6-[4-(l-1-aminoundecanoyl)piperazine-1-carbonyl]-2-naphthyl]ethylamino]quinoline-6-carbonitrile